((4-((tertbutyldimethylsilyl)oxy)butyl)azanediyl)bis(hexane-6,1-diyl) (2R,2'R)-bis(2-hexyldecanoate) C(CCCCC)[C@@H](C(=O)OCCCCCCN(CCCCCCOC(C(CCCCCCCC)CCCCCC)=O)CCCCO[Si](C)(C)C(C)(C)C)CCCCCCCC